COC(=O)C1=CC2=C(N(C(=N2)C)C)C(=C1)Br 7-bromo-1,2-dimethyl-1H-benzo[d]Imidazole-5-carboxylic acid methyl ester